4-(1-(6-chloro-2-(trifluoromethyl)pyridin-3-yl)-1H-imidazol-4-yl)-N-(1-(methylsulfonyl)piperidin-4-yl)-5-(trifluoromethyl)pyrimidin-2-amine ClC1=CC=C(C(=N1)C(F)(F)F)N1C=NC(=C1)C1=NC(=NC=C1C(F)(F)F)NC1CCN(CC1)S(=O)(=O)C